Ethyl 4-(3-(4-formyl-1H-pyrazol-1-yl)propyl)benzoate C(=O)C=1C=NN(C1)CCCC1=CC=C(C(=O)OCC)C=C1